COC1=C(C=C(CCOCC2=CC=CC(=N2)NC(O)=O)C=C1[N+](=O)[O-])C1=NC=C(C=N1)C (6-((4-methoxy-3-(5-methylpyrimidin-2-yl)-5-nitrophenethoxy)methyl)pyridin-2-yl)carbamic acid